FC1=CC=C2C(=CNC2=C1)CC(=O)N1C[C@@H](OCC1)CC(=O)OCC Ethyl (S)-2-(4-(2-(6-fluoro-1H-indol-3-yl)acetyl)morpholin-2-yl)acetate